indenothiophene dioxide S1(CC=C2C1=CC=1C=CC=CC12)(=O)=O